2-((S)-1-(6-Chloroimidazo[1,2-a]pyridine-2-carbonyl)pyrrolidin-2-yl)-N-((R)-6-guanidino-1-(methylamino)-1-oxohexan-2-yl)thiazole-4-carboxamide ClC=1C=CC=2N(C1)C=C(N2)C(=O)N2[C@@H](CCC2)C=2SC=C(N2)C(=O)N[C@@H](C(=O)NC)CCCCNC(=N)N